COC1=C(C(=O)N[C@@]2(CCC=3N(C4=CC=C(C=C4C3C(=O)O)C)C2)C2=CC=CC=C2)C=CC(=C1)N1N=C(N=C1)C (S)-7-(2-methoxy-4-(3-methyl-1H-1,2,4-triazol-1-yl)benzamido)-2-methyl-7-phenyl-6,7,8,9-tetrahydropyrido[1,2-a]indole-10-carboxylic acid